N[C@H](C)C1=CC(=CC=2C(C(=C(OC21)C2=C(C=CC=C2)F)C)=O)C 8-[(1R)-1-aminoethyl]-2-(2-fluorophenyl)-3,6-dimethyl-benzopyran-4-one